C(CCCCCCC\C=C/C\C=C/CCCCC)C1(OCC(O1)CCN(C)C)CCCCCCCC\C=C/C\C=C/CCCCC 2-(2,2-di((9Z,12Z)-octadeca-9,12-dien-1-yl)-1,3-dioxolan-4-yl)-N,N-dimethylethylamine